6-acetyl-2-chloro-3-[4-fluoro-4-(4-methyl-4H-1,2,4-triazol-3-yl)piperidin-1-yl]pyridine-4-carbonitrile C(C)(=O)C1=CC(=C(C(=N1)Cl)N1CCC(CC1)(C1=NN=CN1C)F)C#N